5-(N-TERT-BUTYLSULFAMOYL)THIOPHEN-2-YLBORONIC ACID C(C)(C)(C)NS(=O)(=O)C1=CC=C(S1)B(O)O